COC=1C=2N(C=C(N1)NC(=O)C1=NC=C(N=C1)N1CC3(C1)CNC3)C=C(N2)C N-(8-methoxy-2-methylimidazo[1,2-a]pyrazin-6-yl)-5-(2,6-diazaspiro[3.3]heptan-2-yl)pyrazine-2-carboxamide